CN1[C@H](CCC1)CO N-methyl-D-prolinol